tert-butyl (cis-3-(benzyloxy)cyclohexyl)carbamate C(C1=CC=CC=C1)O[C@H]1C[C@H](CCC1)NC(OC(C)(C)C)=O